3,5-dibromo-4-(difluoromethoxy)benzonitrile BrC=1C=C(C#N)C=C(C1OC(F)F)Br